tert-butyl (2S)-4-(3-hydroxypropyl)-2-methyl-piperidine-1-carboxylate OCCCC1C[C@@H](N(CC1)C(=O)OC(C)(C)C)C